COCCN1C=NC=2C1=NC(=CC2)C(=O)O 3-(2-methoxyethyl)-3H-imidazo[4,5-b]pyridine-5-carboxylic acid